4-amino-N,1-dimethyl-N-((5-(trifluoromethyl)-2-pyridinyl)methyl)-1H-pyrazolo[4,3-c]quinoline-8-carboxamide NC1=NC=2C=CC(=CC2C2=C1C=NN2C)C(=O)N(CC2=NC=C(C=C2)C(F)(F)F)C